CC(C(O)C1=CC=CC=C1)C 2-Methyl-1-phenyl-propan-1-ol